platinum-cerium dioxide [O-2].[O-2].[Ce+3].[Pt+2]